(S or R)-1-cyclopropyl-4-((6-(2-(ethoxymethoxy)-6-methyl-4-(trifluoromethyl)phenyl)-3-((S or R)-1-hydroxyethyl)-2H-pyrazolo[3,4-b]pyrazin-2-yl)methyl)pyrrolidin-2-one C1(CC1)N1C(C[C@@H](C1)CN1N=C2N=C(C=NC2=C1[C@H](C)O)C1=C(C=C(C=C1C)C(F)(F)F)OCOCC)=O |o1:6,18|